N2-(2-methoxy-4-(1-methyl-1H-imidazol-2-yl)phenyl)-6-methyl-N8-((3-methyltetrahydrofuran-3-yl)methyl)pyrido[3,4-d]pyrimidine-2,8-diamine COC1=C(C=CC(=C1)C=1N(C=CN1)C)NC=1N=CC2=C(N1)C(=NC(=C2)C)NCC2(COCC2)C